ClC1=C(C=C2C(C(=CN(C2=N1)C1=C(C=C(C=C1F)F)F)C(=O)NC(C(C(F)(F)F)(F)F)C1CC1)=O)F 7-Chloro-N-[1-cyclopropyl-2,2,3,3,3-pentafluoropropyl]-6-fluoro-4-oxo-1-(2,4,6-trifluoro-phenyl)-1,4-dihydro-1,8-naphthyridine-3-carboxamide